phenanthrenedisulfonate C=1(C(=CC=C2C3=CC=CC=C3C=CC12)S(=O)(=O)[O-])S(=O)(=O)[O-]